[C@H](C)(CC)[C@H](NC([C@@H](NC(OCC1C2=CC=CC=C2C=2C=CC=CC12)=O)CC1=CC=C(C=C1)O)=O)C(N[C@H](C(=O)O)CCC(F)(F)F)=O (5S,8S,11S)-8-((S)-sec-butyl)-1-(9H-fluoren-9-yl)-5-(4-hydroxybenzyl)-3,6,9-trioxo-11-(3,3,3-trifluoropropyl)-2-oxa-4,7,10-triazadodecan-12-oic acid